7-(diphenylamino)-4-hydroxy-3-(2,2,2-trifluoroethan-1-on-1-yl)-2H-chromen C1(=CC=CC=C1)N(C1=CC=C2C(=C(COC2=C1)C(C(F)(F)F)=O)O)C1=CC=CC=C1